NC=1SC=C(N1)C=1N=NN(C1)[C@@H]1[C@H]([C@@H](SC=2C(=NC=C(C2)Cl)C#N)O[C@@H]([C@@H]1O)CO)OCC1=CC(=C(C(=C1)F)O)F 5-chloro-2-cyano-pyridin-3-yl 3-[4-(2-aminothiazol-4-yl)-1H-1,2,3-triazol-1-yl]-3-deoxy-2-O-(3,5-difluoro-4-hydroxybenzyl)-1-thio-alpha-D-galactopyranoside